(E)-3-(1-acetyl-5-morpholinyl-1H-indol-3-yl)-1-(pyridin-4-yl)prop-2-en-1-one C(C)(=O)N1C=C(C2=CC(=CC=C12)N1CCOCC1)/C=C/C(=O)C1=CC=NC=C1